3,4-difluoro-2-[1-(2-fluorophenyl)vinyl]aniline FC=1C(=C(N)C=CC1F)C(=C)C1=C(C=CC=C1)F